C[Si](C1=CC=C(C=C1)C=C)(OC(C)C)C dimethylisopropoxy(4-vinylphenyl)silane